C[C@H]1N(CCN(C1)C)C1=CC=C(N)C=C1 |r| (R/S)-4-(2,4-dimethylpiperazin-1-yl)aniline